tert-butyl(piperidin-4-ylmethyl) carbamate C(N)(OC(C1CCNCC1)C(C)(C)C)=O